N,N-dimethyl-furfuryl-amine CN(C)CC1=CC=CO1